[Si](C)(C)(C(C)(C)C)OCC(OC=1C=2N(C=C(C1)C=1N=NN(C1C)[C@@H]1[C@@H](CN(CC1)C(=O)OC(C)(C)C)O)N=CC2)C2=NC=C(C=C2)F tert-Butyl (3R,4S)-4-[4-[4-[2-[tert-butyl (dimethyl)silyl]oxy-1-(5-fluoro-2-pyridyl)ethoxy] pyrazolo[1,5-a]pyridin-6-yl]-5-methyl-triazol-1-yl]-3-hydroxy-piperidine-1-carboxylate